FC1=C(C=CC2=C1CNS2(=O)=O)NC2=NNC(=C2)C2CC(CC2)C2=NC=CC(=N2)C 4-fluoro-5-((5-(3-(4-methylpyrimidin-2-yl)cyclopentyl)-1H-pyrazol-3-yl)amino)-2,3-dihydrobenzo[d]isothiazole 1,1-dioxide